FC1(CCN(CC1)C(=O)OC(C)(C)C)C(=O)NNC(C1=NC(=CC=C1)C(F)(F)F)=O tert-butyl 4-fluoro-4-(2-(6-(trifluoromethyl)picolinoyl)hydrazine-1-carbonyl)piperidine-1-carboxylate